4-Ethyl-N-{2-methyl-3-{4-{[4-(4-methylpiperazin-1-yl)phenyl]amino}-7H-pyrrolo[2,3-d]pyrimidin-2-yl}phenyl}benzamide C(C)C1=CC=C(C(=O)NC2=C(C(=CC=C2)C=2N=C(C3=C(N2)NC=C3)NC3=CC=C(C=C3)N3CCN(CC3)C)C)C=C1